FC=1C=CC(=C2C=NNC12)C=1N=NN(C1)CC=1N=C2N(C=C(C=C2)CNCC2(CCC2)O)C1 1-[[[2-[[4-(7-fluoro-1H-indazol-4-yl)triazol-1-yl]methyl]imidazo[1,2-a]pyridin-6-yl]methylamino]methyl]cyclobutanol